1-((tert-butyldimethylsilyl)imino)-1,2-dihydro-3H-1λ4-benzo[d]isothiazol-3-one 1-oxide [Si](C)(C)(C(C)(C)C)N=S1(NC(C2=C1C=CC=C2)=O)=O